NC=1C=CC2=C(OCCN2C(CO)(C)C)C1 2-(7-amino-2H-benzo[b][1,4]oxazin-4(3H)-yl)-2-methylpropan-1-ol